C(CCCCCCCCCCCCCCC(=O)N)CCCCCCCCCCCCCC(=O)N ethylenebismyristic acid amide